N-(3-(2-bromoacetyl)-2-fluorophenyl)isobutyramide Methyl-5-[3-(2-methylpropoxy)phenyl]-1-[(4-nitrophenyl)methyl]-1H-pyrazole-3-carboxylate COC(=O)C1=NN(C(=C1)C1=CC(=CC=C1)OCC(C)C)CC1=CC=C(C=C1)[N+](=O)[O-].BrCC(=O)C=1C(=C(C=CC1)NC(C(C)C)=O)F